CC1(CC(C1)NC1=NN2C(C=N1)=C(C=C2)C=2C=CC1=C(N(N=N1)C)C2)NC 1,N1-dimethyl-N3-(5-(1-methyl-1H-benzo[d][1,2,3]triazol-6-yl)pyrrolo[2,1-f][1,2,4]triazin-2-yl)cyclobutane-1,3-diamine